N[C@@H]1C(NC2=C(C(=N1)C1=CC=CC=C1)C=CC=C2F)=O (3S)-3-amino-9-fluoro-5-phenyl-1,3-dihydro-1,4-benzodiazepine-2-One